CC(C)C1CC=CC=C1 4-(1-methylethyl)-1,5-cyclohexadiene